(S)-9-((7-carboxyheptyl)oxy)-6-isopropyl-10-methoxy-2-oxo-6,7-dihydro-2H-pyrido[2,1-a]isoquinoline-3-carboxylic acid C(=O)(O)CCCCCCCOC=1C=C2C[C@H](N3C(C2=CC1OC)=CC(C(=C3)C(=O)O)=O)C(C)C